3-[(cyclopentylamino)methyl]-1-[(4-methoxyphenyl)methyl]-6-methyl-1H-indole-2-carboxylic acid C1(CCCC1)NCC1=C(N(C2=CC(=CC=C12)C)CC1=CC=C(C=C1)OC)C(=O)O